2-((2-((4-methoxybenzyl)amino)-6-(2-(4-(trifluoromethyl)phenyl)piperidine-1-carbonyl)quinolin-4-yl)methyl)isoindole-1,3-dione COC1=CC=C(CNC2=NC3=CC=C(C=C3C(=C2)CN2C(C3=CC=CC=C3C2=O)=O)C(=O)N2C(CCCC2)C2=CC=C(C=C2)C(F)(F)F)C=C1